2-methoxy-6-morpholino-N-(3-phenylpropyl)-1H-benzo[d]Imidazole COC1=NC2=C(N1CCCC1=CC=CC=C1)C=C(C=C2)N2CCOCC2